BrC(CCC)S(=O)(=O)[O-].[Na+] sodium bromobutanesulfonate